ClC1=CC=C(NC2=C(C=NC3=CC(=C(C=C23)NC(C=CC=2OC=CC2)=O)OCC)C#N)C=C1 N-(4-(4-chloroanilino)-3-cyano-7-ethoxyquinolin-6-yl)-3-(furan-2-yl)acrylamide